O=C1C(CC=2C=NC(=CC21)C(F)(F)F)C(=O)OCC ethyl 5-oxo-3-(trifluoromethyl)-6,7-dihydrocyclopenta[c]pyridine-6-carboxylate